N(=[N+]=[N-])C(C(=O)NCC(=O)NC1=CC=C(C=C1)CCl)CCCC azido-N-(2-((4-(chloromethyl)phenyl)amino)-2-oxoethyl)hexanamide